ClC1=C(C=NC=2CCCCC12)C 4-chloro-3-methyl-5,6,7,8-tetrahydroquinoline